BrC=1C=C2C=C(C(=CC2=CC1)NC(=O)C=1C=C(C=CC1OC)C1=CC(=CC=C1F)C(=O)O)C(NC1=CC(=C(C=C1)F)C(F)(F)F)=O 3'-((6-bromo-3-((4-fluoro-3-(trifluoromethyl)phenyl)carbamoyl)naphthalen-2-yl)carbamoyl)-6-fluoro-4'-methoxy-[1,1'-biphenyl]-3-carboxylic acid